3-{4-[5-Amino-6-((1R,2R)-2-amino-cyclopentyloxy)-pyrazin-2-yl]-benzylamino}-6-cyano-pyrazine-2-carboxylic acid [(S)-1-(3,4-difluorophenyl)-ethyl]-amide FC=1C=C(C=CC1F)[C@H](C)NC(=O)C1=NC(=CN=C1NCC1=CC=C(C=C1)C1=NC(=C(N=C1)N)O[C@H]1[C@@H](CCC1)N)C#N